2,8-dimethyl-5-oxo-5,6-dihydro-1,6-naphthyridine-3-carbonitrile CC1=NC=2C(=CNC(C2C=C1C#N)=O)C